1-bromo-3-fluoro-4-iodo-5-isopropyl-2-methoxybenzene BrC1=C(C(=C(C(=C1)C(C)C)I)F)OC